tert-Butyl (3-carbamoylbicyclo[1.1.1]pentan-1-yl)carbamate C(N)(=O)C12CC(C1)(C2)NC(OC(C)(C)C)=O